C(C)(C)N1CCN(CC1)C1CCN(CC1)C1=C(C=C(C(=C1)OC)NC1=NC=NC(=C1)N1OCC[C@@H]1C1=C(C(=CC=C1F)F)F)NC(C=C)=O N-(2-(4-(4-isopropylpiperazine-1-yl)piperidine-1-yl)-4-methoxy-5-((6-((R)-3-(2,3,6-trifluorophenyl)isoxazolidine-2-yl)pyrimidine-4-yl)amino)phenyl)acrylamide